C(CCCC)C=1N=C2C=CC=CC2=C2C=CC(=CC12)C 6-pentyl-8-methylphenanthridine